C(C)(C)(C)OC(=O)N1CCC(CC1)/C(/N)=N/O (Z)-4-(N'-hydroxycarbamimidoyl)piperidine-1-carboxylic acid tert-butyl ester